(3R,5'S)-2-oxo-1H-spiro[[1,3]diazolo[1,2-a]imidazole-3,3'-pyrrolidine]-5'-carboxamide O=C1NC=2N(C=CN2)[C@]12CN[C@@H](C2)C(=O)N